ClC=1C=C(C=C(C1)B1OC(C(O1)(C)C)(C)C)O 3-chloro-5-(4,4,5,5-tetramethyl-1,3,2-dioxaborolan-2-yl)phenol